N=1C=CN2C1SC1=C2C=NC=C1 imidazo[2',1':2,3]thiazolo[4,5-c]pyridine